C([O-])([O-])=O.[Cs+].O[C@H](COC=1C=C(C=CC1)S(=O)(=O)CC(=O)N)CN[C@H]1COC2(C1)CCN(CC2)S(=O)(=O)C=2C=NC1=CC=CC=C1C2.[Cs+] 2-(3-((S)-2-hydroxy-3-((R)-8-(quinolin-3-ylsulfonyl)-1-oxa-8-azaspiro[4.5]decan-3-ylamino)propoxy)benzenesulfonyl)acetamide cesium carbonate